C(C(C)C)O.C(C(C)C)O.C(C(C)C)O.C(C(C)C)O.[Hf] hafnium tetraisobutanol